FC(S(=O)(=O)C1=C(C=CC=C1)F)F 1-(difluoromethylsulfonyl)-2-fluoro-benzene